(S)-2-(2-((6-(1-aminoisoquinolin-7-yl)-2,3-dihydro-1H-inden-1-yl)oxy)phenyl)acetic acid NC1=NC=CC2=CC=C(C=C12)C1=CC=C2CC[C@@H](C2=C1)OC1=C(C=CC=C1)CC(=O)O